3-(3',5'-di-tert-butyl-4'-hydroxyphenyl)hexamethylenediamine C(C)(C)(C)C=1C=C(C=C(C1O)C(C)(C)C)C(CCN)CCCN